4-(3-Chloro-2-fluoro-6-methoxyphenyl)-N-(5-cyclopropyl-1,3,4-thiadiazol-2-yl)-6-methylnicotinamide ClC=1C(=C(C(=CC1)OC)C1=CC(=NC=C1C(=O)NC=1SC(=NN1)C1CC1)C)F